CC=1C=C(C=CC1OC1=CC2=C(N(C=N2)C)C=C1)NC1=NC=NC=C1C#CC1(CC1)NC(C#CC1NCCC1)=O N-(1-((4-((3-methyl-4-((1-methyl-1H-benzo[d]imidazol-5-yl)oxy)phenyl)amino)pyrimidin-5-yl)ethynyl)cyclopropyl)-3-(pyrrolidin-2-yl)propiolamide